C(C)(C)(C)C=1C=C(C(=O)C2=C(C(=O)OCCCCCCCCCCCCCCCC)C=CC=C2)C=C(C1O)C(C)(C)C n-hexadecyl 3,5-di-tert-butyl-4-hydroxybenzoylbenzoate